C(=O)(O)C(CC=1C=C(CNC(N(CCOC2=CC(=CC=C2)CC(C2CNCC2)C(=O)O)CCC=2C=C(C=CC2)CC(C(=O)O)C2CNCC2)=O)C=CC1)C1CNCC1 3-(3-(2-(3-(3-(2-carboxy-2-(pyrrolidin-3-yl)ethyl)benzyl)-1-(2-(3-(2-carboxy-2-(pyrrolidin-3-yl)ethyl)phenoxy)ethyl)ureido)ethyl)phenyl)-2-(pyrrolidin-3-yl)propanoic acid